CCCCCCCC/C=C\CCCCCCCC(=O)SCCNC(=O)CCNC(=O)[C@@H](C(C)(C)COP(=O)(O)OP(=O)(O)OC[C@@H]1[C@H]([C@H]([C@@H](O1)N2C=NC3=C(N=CN=C32)N)O)OP(=O)(O)O)O [14C]oleoyl-coa